C(C1=CC=CC=C1)OC(=O)NCC1=NOC(=N1)C=1N(C2=CC=CC(=C2C1)N[C@H]1[C@H](CN(CC1)C(=O)OC(C)(C)C)F)CC(F)(F)F |r| (+/-)-tert-butyl (3S,4R)-4-((2-(3-((((benzyloxy)carbonyl)amino)methyl)-1,2,4-oxadiazol-5-yl)-1-(2,2,2-trifluoroethyl)-1H-indol-4-yl)amino)-3-fluoropiperidine-1-carboxylate